CN(C(=O)N1C2CN(C(C1)C2)C2=NC=C(C=C2)C2=NOC(=N2)C(F)(F)F)C N,N-dimethyl-5-(5-(5-(trifluoromethyl)-1,2,4-oxadiazol-3-yl)pyridin-2-yl)-2,5-diazabicyclo[2.2.1]heptane-2-carboxamide